(R)-1-((3R,4R)-4-(2-chloro-6-fluorophenyl)-1-(2,2,2-trifluoroethyl)pyrrolidine-3-carbonyl)-4-fluoro-N-((R,Z)-4-(methylsulfonyl)but-3-en-2-yl)azepane-4-carboxamide ClC1=C(C(=CC=C1)F)[C@H]1[C@H](CN(C1)CC(F)(F)F)C(=O)N1CC[C@](CCC1)(C(=O)N[C@H](C)\C=C/S(=O)(=O)C)F